C(C1=CC=CC=C1)(=O)OC(C(C(OC(C1=CC=CC=C1)=O)C(C)(C)C)CC)C(C)(C)C 1,3-di-t-butyl-2-ethyl-1,3-propanediol dibenzoate